3-((3-(4-fluoro-3-phenoxyphenyl)allyl)thio)-5,5-dimethyl-4,5-dihydroisoxazole FC1=C(C=C(C=C1)C=CCSC1=NOC(C1)(C)C)OC1=CC=CC=C1